C(C)(C)(C)OC(=O)N1C2CC2C[C@@H]1CO[Si](C1=CC=CC=C1)(C1=CC=CC=C1)C(C)(C)C (3R)-3-[[(tert-butyldiphenylsilyl)oxy]methyl]-2-azabicyclo[3.1.0]hexane-2-carboxylic acid tert-butyl ester